dimethyl-4-chloropyridine CC=1C(=NC=CC1Cl)C